CN(C(C(O)C)C)C 2-dimethylamino-methyl-1-propanol